C(CC)C(=C)CCCCCCCCC 2-propyl-1-undecene